3,8-dimethoxy-5H-chromeno[4,3-b]pyridin-5-one COC=1C=C2C(=NC1)C=1C=CC(=CC1OC2=O)OC